FC1(CN(C1)CCOC1=CC2=C(OC[C@@H](C(N2C)=O)NC([O-])=O)C=C1)F (S)-(7-(2-(3,3-difluoroazetidin-1-yl)ethoxy)-5-methyl-4-oxo-2,3,4,5-tetrahydrobenzo[b][1,4]oxazepin-3-yl)carbamate